C[C@@]1([C@@H](N2C(C[C@H]2S1(=O)=O)=O)C(=O)[O-])CN1N=[N+](C=C1)C (2S,3S,5R)-3-methyl-3-[(3-methyl-1H-1,2,3-triazol-3-ium-1-yl)methyl]-7-oxo-4-thia-1-azabicyclo[3.2.0]heptane-2-carboxylate 4,4-dioxide